C(C)OC(CCC\C=C/C#CC=C)OCC 10,10-diethoxy-(5Z)-1,5-decadien-3-yne